BrC1=CC=C(CN2C(=NC=C2)C(F)(F)F)C=C1 (4-bromobenzyl)-2-(trifluoromethyl)-1H-imidazole